COC=1C(=C(N2C=CC=CC12)C(=O)C=1C=C2C(N(C(NC2=CC1)=O)CC(=O)N(C)C)=O)C1=CC=CC=C1 1,4-Dihydro-6-[(1-methoxy-2-phenyl-3-indolizinyl)carbonyl]-N,N-dimethyl-2,4-dioxo-3(2H)-quinazolineacetamide